C(CCCCCCCCCCCCCCC)OC(CC(O)(C(=O)O)CC(=O)O)=O.ClC=1C=C(N)C=C(C1OC=1N=NC(=C(C1)C1CCCC1)Cl)Cl 3,5-dichloro-4-((6-chloro-5-cyclopentylpyridazin-3-yl)oxy)aniline monocetyl-citrate